4-(5-(6-methoxypyrimidin-4-yl)-1H-pyrazole-3-carbonyl)-4-azaspiro[2.5]octane-7-carboxylic acid COC1=CC(=NC=N1)C1=CC(=NN1)C(=O)N1C2(CC2)CC(CC1)C(=O)O